(Z,E)-5,9-tridecadienyl acetate C(C)(=O)OCCCC\C=C/CC\C=C\CCC